(2,6-dichlorophenyl)-1,3-dihydro-2H-indol-2-one ClC1=C(C(=CC=C1)Cl)N1C(CC2=CC=CC=C12)=O